CN1CCCN(C1=O)C N,N'-dimethyl-N,N'-trimethyleneurea